BrC=1C=C(C=CC1OC)/C=C/C(=O)C1=CC=C(OCC(=O)O)C=C1 2-[4-[(E)-3-(3-Bromo-4-methoxyphenyl)prop-2-enoyl]phenoxy]acetic acid